(2S,4S)-4-fluoro-N-[(1S)-1-(2-amino-2-oxo-ethyl)prop-2-ynyl]-1-[1-[4-(trifluoro-methoxy)-phenyl]cyclopropanecarbonyl]pyrrolidine-2-carboxamide F[C@H]1C[C@H](N(C1)C(=O)C1(CC1)C1=CC=C(C=C1)OC(F)(F)F)C(=O)N[C@H](C#C)CC(=O)N